N-(4-(5-trifluoromethyl-2-(3-methoxyphenylamino)pyrimidin-4-ylamino)phenyl)methylacrylamide FC(C=1C(=NC(=NC1)NC1=CC(=CC=C1)OC)NC1=CC=C(C=C1)CNC(C=C)=O)(F)F